(4-bromo-5-fluoro-2-methoxyphenyl)methanol BrC1=CC(=C(C=C1F)CO)OC